((S)-6-(((s)-1-(((e)-1-((4-(hydroxymethyl)phenyl)amino)-1-oxopropan-2-yl)amino)-1-oxopropan-2-yl)amino)-6-oxohexane-1,5-diyl)dicarbamate OCC1=CC=C(C=C1)NC(C(C)NC([C@H](C)NC([C@H](CCCCNC([O-])=O)NC([O-])=O)=O)=O)=O